2-methyl-2-(2-methylbenzyl)-1,3-cyclopentanedione CC1(C(CCC1=O)=O)CC1=C(C=CC=C1)C